N1N=CC(=C1)C1=CC(=CC(=C1)C=1C=NNC1)C=1C=NNC1 1,3,5-tri(4-pyrazolyl)benzene